myristic acid anion C(CCCCCCCCCCCCC)(=O)[O-]